CC1=NC(=C(C2=C1CC(C2)(C(=O)OC)C(=O)OC)C)OCCN(C(C)C)C(=O)OC(C)(C)C Dimethyl 1,4-dimethyl-3-[2-[(2-methylpropan-2-yl)oxycarbonyl-propan-2-ylamino]ethoxy]-5,7-dihydrocyclopenta[c]pyridine-6,6-dicarboxylate